2,6-dichloro-N-(3-(dimethylamino)propyl)isonicotinamide ClC=1C=C(C(=O)NCCCN(C)C)C=C(N1)Cl